ClC1=C2C3=C(N=CN=C3C=C1C1=C(C=CC=C1OC)O)N1[C@H](CO2)CN(CC1)C(C=C)=O 1-[(8aS)-6-Chloro-5-(2-hydroxy-6-methoxyphenyl)-8a,9,11,12-tetrahydropyrazino[2',1':3,4][1,4]oxazepino[5,6,7-de]quinazolin-10(8H)-yl]prop-2-en-1-one